C(C)(C)(C)OC(=O)NCCNC(CC[C@@H](C(=O)OC(C)(C)C)NC(=O)OCC1C2=CC=CC=C2C=2C=CC=CC12)=O tert-butyl (2S)-5-[2-(tert-butoxycarbonylamino) ethylamino]-2-(9H-fluoren-9-ylmethoxycarbonylamino)-5-oxo-pentanoate